2-(7-(benzyloxy)-3,3-bis(tert-butoxycarbonyl)-1-methyl-1,2,3,4-tetrahydronaphthalen-1-yl)acetic acid C(C1=CC=CC=C1)OC1=CC=C2CC(CC(C2=C1)(C)CC(=O)O)(C(=O)OC(C)(C)C)C(=O)OC(C)(C)C